BrCCCCCC(=O)OCCC(CCCC)CC 3-ethylheptyl 6-bromohexanoate